C(C)C1=CN=C(S1)C=1C=C(C(=O)N[C@H](C)C=2N=NC(=CC2)C(F)(F)F)C=C(C1)OC[C@H]1OCCC1 3-(5-Ethyl-1,3-thiazol-2-yl)-5-[(2S)-tetrahydro-furan-2-ylmethoxy]-N-{(1R)-1-[6-(trifluoromethyl)pyridazin-3-yl]ethyl}benzamide